FC1=C2C(=CNC2=CC=C1)C=1C=C(SC1)C(CC(=O)OC)=O Methyl 3-(4-(4-fluoro-1H-indol-3-yl)thiophen-2-yl)-3-oxopropanoate